N-(4,4-difluorocyclohexyl)-2-(3-(3-hydroxypropyl)-3,8-diazabicyclo[3.2.1]octane-8-yl)benzo[d]thiazole-6-carboxamide FC1(CCC(CC1)NC(=O)C1=CC2=C(N=C(S2)N2C3CN(CC2CC3)CCCO)C=C1)F